(2R,4R)-1-(3-chloro-2-fluorobenzyl)-2-ethyl-4-((3-fluoro-6-((5-methyl-1H-pyrazol-3-yl)amino)-4-phenylpyridin-2-yl)methyl)piperidine-4-carboxylic acid ClC=1C(=C(CN2[C@@H](C[C@@](CC2)(C(=O)O)CC2=NC(=CC(=C2F)C2=CC=CC=C2)NC2=NNC(=C2)C)CC)C=CC1)F